4-(2-(4-((2-cyanopyrimidin-5-yl)oxy)phenyl)propan-2-yl)benzene C(#N)C1=NC=C(C=N1)OC1=CC=C(C=C1)C(C)(C)C1=CC=CC=C1